C(C)OC(C)N1N=CC(=C1)C1=CC(=C(C(=O)OC)C=C1)OC methyl 4-(1-(1-ethoxyethyl)-1H-pyrazol-4-yl)-2-methoxybenzoate